Cl.NCC=1SC2=C(N1)C=CC(=C2)C2CC(C2)CN(C)C 1-((1r,3r)-3-(2-(aminomethyl)benzo[d]thiazol-6-yl)cyclobutyl)-N,N-dimethylmethylamine hydrochloride